FC(S(=O)(=O)OC1=C(C(=C(C=C1)C=1C(=NN(C1)CC=1N=NN(C1)COCC[Si](C)(C)C)C)F)F)(F)F [2,3-difluoro-4-[3-methyl-1-[[1-(2-trimethylsilylethoxymethyl) triazol-4-yl] methyl] pyrazol-4-yl] phenyl] trifluoromethanesulfonate